1-(7-((5-([1,2,4]triazolo[4,3-a]pyridin-6-yl)-7H-pyrrolo[2,3-d]pyrimidin-2-yl)amino)-2-azaspiro[3.5]nonan-2-yl)ethan-1-one N=1N=CN2C1C=CC(=C2)C2=CNC=1N=C(N=CC12)NC1CCC2(CN(C2)C(C)=O)CC1